trans-3-[[4-[(3S)-3-(3,5-difluorophenyl)isoxazolidine-2-carbonyl]cyclohexyl]methyl]-5-fluoro-N-methyl-benzamide FC=1C=C(C=C(C1)F)[C@H]1N(OCC1)C(=O)[C@@H]1CC[C@H](CC1)CC=1C=C(C(=O)NC)C=C(C1)F